2-methyl-N-(3-nitro-6-(thiophen-2-yl)pyridin-2-yl)-5,7-dihydro-6H-pyrrolo[3,4-d]pyrimidine-6-carboxamide CC=1N=CC2=C(N1)CN(C2)C(=O)NC2=NC(=CC=C2[N+](=O)[O-])C=2SC=CC2